(R)-N-(1-cyanocyclopropyl)-2-(6-((1-(3-(difluoromethyl)-2-fluorophenyl)ethyl)amino)-5-(1,3-dioxolan-2-yl)-2-methylpyrimidin-4-yl)acetamide C(#N)C1(CC1)NC(CC1=NC(=NC(=C1C1OCCO1)N[C@H](C)C1=C(C(=CC=C1)C(F)F)F)C)=O